1-((4aR,6R,7aS)-2-(4,4-Dipropoxybutoxy)-2-oxidotetrahydro-4H-furo[3,2-d][1,3,2]dioxaphosphinin-6-yl)-5-fluoropyrimidine-2,4(1H,3H)-dione C(CC)OC(CCCOP1(OC[C@@H]2[C@@H](O1)C[C@@H](O2)N2C(NC(C(=C2)F)=O)=O)=O)OCCC